C(C1=CC=CC=C1)N1CC(OCC1)CCl N-benzyl-2-chloromethylmorpholine